C(CC)OP(OCCC)=O dipropoxyphosphine oxide